ClC1=CC=C(S1)C1=C(C=C(C=C1)C(F)(F)F)NS(=O)(=O)C=1C=C(C(=O)OC)C=CC1C1CC1 methyl 3-(N-(2-(5-chlorothiophen-2-yl)-5-(trifluoromethyl)phenyl)sulfamoyl)-4-cyclopropylbenzoate